bisphenol-A glycidyl-methacrylate C(C1CO1)OC(C(=C)C)=O.OC1=CC=C(C=C1)C(C)(C)C1=CC=C(C=C1)O